C(CC)C1=CC2=C(N=N1)CNC(N2)=O propyl-7,8-dihydropyrimido[5,4-c]pyridazin-6(5H)-one